C(C1=CC=CC=C1)(=O)S\C(=C(\C)/N(C=O)CC=1C(=NC(=NC1)C)N)\CCOC (Z)-S-(2-(N-((4-amino-2-methylpyrimidin-5-yl)methyl)formamido)-5-methoxypent-2-ene-3-yl) thiobenzoate